CC12C(=C(C(C=C1)(O2)C)C(=O)OC)C(=O)OC DIMETHYL 1,4-DIMETHYL-7-OXABICYCLO[2.2.1]HEPTA-2,5-DIENE-2,3-DICARBOXYLATE